N-((S)-(7-((S)-Cyclopropyl(2-(3,3-difluorocyclobutyl)acetamido)methyl)imidazo[1,2-a]pyrimidin-2-yl)(4,4-difluorocyclohexyl)methyl)-2-(2,2,2-trifluoroethyl)isonicotinamide C1(CC1)[C@@H](C1=NC=2N(C=C1)C=C(N2)[C@@H](NC(C2=CC(=NC=C2)CC(F)(F)F)=O)C2CCC(CC2)(F)F)NC(CC2CC(C2)(F)F)=O